FC=1C=C2C(=C(C(=NC2=CC1)C(F)(F)F)C#CC1=CC=CC=C1)C1=CC=CC=C1 6-Fluoro-4-phenyl-3-(phenylethynyl)-2-(trifluoromethyl)quinoline